6-(2,6-Dioxopiperidin-3-yl)spiro[furo[2,3-f]isoindole-2,4'-piperidine]-5,7(3H,6H)-dione O=C1NC(CCC1N1C(C=2C=C3C(=CC2C1=O)OC1(CCNCC1)C3)=O)=O